ClC1=CC=C(OC(C(C(C)(C)C)=O)N2C=NC=C2)C=C1 1-(4-chlorophenoxy)-1-(imidazol-1-yl)3,3-dimethylbutan-2-one